C(C1=CC=CC=C1)OC(=O)C1OC(OC1)(CC)CC benzyl-2,2-diethyl-1,3-dioxolane-4-carboxylate